1-n-Butyl-3-tert-butyl-4-hydroxy-5-methyl-pyrazol C(CCC)N1N=C(C(=C1C)O)C(C)(C)C